ClC=1C=C(C=NC1)NC1=NC=CC2=CC(=CC=C12)OCC1(CC1)F N-(5-chloropyridin-3-yl)-6-((1-fluorocyclopropyl)methoxy)isoquinolin-1-amine